[O-]CC.[O-]CC.[Zr+2] zirconium diethoxide